C(C)O\N=C(/N)\C1=CC=C(C(=N1)C(=O)OC)S(=O)(=O)C (Z)-Methyl 6-(N'-ethoxycarbamimidoyl)-3-(methylsulfonyl)picolinate